CC(CCCCCC)OP([O-])(=O)C(CCCCCC)C.[Nd+3].CC(CCCCCC)OP([O-])(=O)C(CCCCCC)C.CC(CCCCCC)OP([O-])(=O)C(CCCCCC)C neodymium (1-methylheptyl)(1-methylheptyl)phosphonate